BrC1=CC(=NC=C1)[C@H](C)O (S)-1-(4-bromopyridin-2-yl)ethanol